2-(4-(2-hydroxy-propan-2-yl)phenyl)-6-(3-methoxyphenyl)-5,7-dimethyl-2,6-dihydro-1H-pyrrolo[3,4-d]pyridazin-1-one OC(C)(C)C1=CC=C(C=C1)N1N=CC=2C(C1=O)=C(N(C2C)C2=CC(=CC=C2)OC)C